(3S,6S,7aS,8aR,9aR)-6-((S)-2-(methylamino)propanamido)-5-oxo-N-((R)-1,2,3,4-tetrahydronaphthalen-1-yl)decahydro-1H-cyclopropa[d]pyrrolo[1,2-a]azocine-3-carboxamide CN[C@H](C(=O)N[C@H]1C[C@H]2[C@@H](C[C@@H]3N(C1=O)[C@@H](CC3)C(=O)N[C@@H]3CCCC1=CC=CC=C31)C2)C